methyl 1-(1-tert-butoxycarbonylazetidin-3-yl)-8-fluoro-6,7-dihydro-5H-cyclopenta[f]benzotriazole-6-carboxylate C(C)(C)(C)OC(=O)N1CC(C1)N1N=NC2=C1C(=C1C(=C2)CC(C1)C(=O)OC)F